C1(=CC=CC=C1)[NH-] PHENYLAMID